4-chloro-2-(2-fluoro-5-methoxy-4-(piperidine-1-carbonyl)phenyl)-1,6-naphthyridin-5(6H)-one ClC1=CC(=NC=2C=CNC(C12)=O)C1=C(C=C(C(=C1)OC)C(=O)N1CCCCC1)F